N'-[2-(4-methoxyphenyl)-ethyl]-propylenediamine COC1=CC=C(C=C1)CCNC(CN)C